C(#N)C=1C=NC(=NC1)N1CCC(CC1)N1C(C(N(C2=CC(=CC=C12)NC(C)=O)C)=O)=O N-(1-(1-(5-cyanopyrimidin-2-yl)piperidin-4-yl)-4-methyl-2,3-dioxo-1,2,3,4-tetrahydroquinoxalin-6-yl)acetamide